CN1CCN(CC1)CCNC(=O)C=1C=CNC1C1=C(C=CC=C1)[N+](=O)[O-] N-(2-(4-methylpiperazin-1-yl)ethyl)-5-(2-nitrophenyl)Azole-4-carboxamide